2-nitro-5-(3-(trifluoromethyl)phenoxy)thiophene [N+](=O)([O-])C=1SC(=CC1)OC1=CC(=CC=C1)C(F)(F)F